tert-Butyl (2R)-2-(tert-butoxycarbonylamino)-3-(trifluoromethylsulfanyl)propanoate C(C)(C)(C)OC(=O)N[C@H](C(=O)OC(C)(C)C)CSC(F)(F)F